(S)-4-((5-fluoro-4-(7-methyl-5-oxa-8-azaspiro[3.5]nonan-8-yl)pyrimidin-2-yl)amino)benzenesulfonamide FC=1C(=NC(=NC1)NC1=CC=C(C=C1)S(=O)(=O)N)N1[C@H](COC2(CCC2)C1)C